butyryl 3-methylbutanoyl peroxide CC(CC(=O)OOC(CCC)=O)C